ClC=1C(=C(CN2CCC(CC2)CC2=NC(=NC(=C2F)C2CC2)NC2=NNC(=C2)C)C=CC1)F 1-(3-chloro-2-fluorobenzyl)-4-((6-cyclopropyl-5-fluoro-2-((5-methyl-1H-pyrazol-3-yl)amino)pyrimidin-4-yl)methyl)piperidine